trans-N-(piperidin-4-ylmethyl)-2-(1-(3-(trifluoromethyl)benzenesulfonyl)indolin-5-yl)cyclopropylamine N1CCC(CC1)CN[C@H]1[C@@H](C1)C=1C=C2CCN(C2=CC1)S(=O)(=O)C1=CC(=CC=C1)C(F)(F)F